methyl 2-pyrrolidin-1-ylpyridine-3-carboxylate N1(CCCC1)C1=NC=CC=C1C(=O)OC